1,2,2-trimethylcyclopentane-1,3-diamine CC1(C(C(CC1)N)(C)C)N